bis[(2,4,6-trimethyl)phenoxy]methylaluminum CC1=C(OC(OC2=C(C=C(C=C2C)C)C)[Al])C(=CC(=C1)C)C